(S)-(1,3-Dimethyl-azetidin-3-yl)-(4-isopropyl-phenyl)-{3-[5-(1-methoxy-cyclobutyl)-[1,2,4]oxadiazol-3-yl]-phenyl}-methanol CN1CC(C1)(C)[C@@](O)(C1=CC(=CC=C1)C1=NOC(=N1)C1(CCC1)OC)C1=CC=C(C=C1)C(C)C